tert-butyl 2-(3-chloro-1-methyl-1H-indazol-7-yl)-2-(3-(5-(5,6,7,8-tetrahydro-1,8-naphthyridin-2-yl)pentyloxy)azetidin-1-yl)acetate ClC1=NN(C2=C(C=CC=C12)C(C(=O)OC(C)(C)C)N1CC(C1)OCCCCCC1=NC=2NCCCC2C=C1)C